tert-butoxysilane C(C)(C)(C)O[SiH3]